F[P-](F)(F)(F)(F)F.CN(C)C(ON1N=NC=2C1=NC=CC2)=[N+](C)C [dimethylamino(triazolo[4,5-b]pyridin-3-yloxy)methylene]-dimethyl-ammonium hexafluorophosphate